NC1=NC=2C=C(C(=CC2C2=C1C=NN2C)C(=O)N([C@H]2CCOCC1=NC(=CC=C12)C(F)(F)F)C)C 4-amino-N,1,7-trimethyl-N-((5S)-2-(trifluoromethyl)-5,6,7,9-tetrahydrooxepino[3,4-b]pyridin-5-yl)-1H-pyrazolo[4,3-c]quinoline-8-carboxamide